C(C1=CC=CC=C1)OC=1C=C(N=C2C=CC=[N+](C12)[O-])C1=C(C=C(C=C1)C(C)(C)C)C 8-benzyloxy-6-(4-tert-butyl-2-methyl-phenyl)-1-oxido-1,5-naphthyridin-1-ium